(2S,3R,4S,5S)-4-ethyl-2-methyl-4-nitro-3,5-diphenylpyrrolidine-2-carboxylic acid methyl ester COC(=O)[C@]1(N[C@H]([C@]([C@@H]1C1=CC=CC=C1)([N+](=O)[O-])CC)C1=CC=CC=C1)C